7-((4-((1S,4S)-2-oxa-5-azabicyclo[2.2.1]hept-5-yl)-3-fluorophenyl)amino)-4-methyl-2H-benzo[b][1,4]oxazin-3(4H)-one [C@@H]12OC[C@@H](N(C1)C1=C(C=C(C=C1)NC=1C=CC3=C(OCC(N3C)=O)C1)F)C2